Cl.CC=1C=C(C=C(C1)C)NC1N(C(=NC(=N1)N)N1CCOCC1)C1=CC(=CC=C1)OC N-(3,5-Dimethylphenyl)-N1-(3-methoxyphenyl)-6-morpholin-4-yl-[1,3,5]triazine-2,4-diamine hydrochloride